NC=1N=C2C=CC(=CC2=C2C=CC=CC12)C(=O)N(N1C(CCC1)=O)CC1=NC2=C(N1C)C=CC=C2 6-Amino-N-[(1-methylbenzimidazol-2-yl)methyl]-N-(2-oxopyrrolidin-1-yl)phenanthridine-2-carboxamide